Cl.FC1=CC=C(C=C1)NC(=O)C1(CC1)C(=O)NC1=CC=C(C=C1)OC1=CC=NC2=CC(=CC=C12)C1=CC(=NC=C1)OC 1-N'-(4-fluorophenyl)-1-N-[4-[7-(2-methoxypyridin-4-yl)quinolin-4-yl]Oxyphenyl]Cyclopropane-1,1-dicarboxamide hydrochloride